3-hydroxy-methyl-glutaryl-CoA OC(C(C(=O)SCCNC(CCNC([C@@H](C(COP(OP(OC[C@@H]1[C@H]([C@H]([C@@H](O1)N1C=NC=2C(N)=NC=NC12)O)OP(=O)(O)O)(=O)O)(=O)O)(C)C)O)=O)=O)C)CC(=O)O